2-((S)-2,2-dimethylcyclopropane-1-carbonyl)-6-(thiazole-5-carbonyl)-2,6-diazaspiro[3.4]octane-8-carboxylic acid CC1([C@H](C1)C(=O)N1CC2(C1)CN(CC2C(=O)O)C(=O)C2=CN=CS2)C